C(CCCCCOCC(CC=CC(=O)[O-])O)OCC(CC=CC(=O)[O-])O 1,6-Hexandiyl-bis[oxy-2-hydroxy-3,1-Propandiyl]-bisacrylat